tert-butyltriphenylsulfonium nitrate [N+](=O)([O-])[O-].C(C)(C)(C)C1=C(C=CC=C1)[S+](C1=CC=CC=C1)C1=CC=CC=C1